C(C)(C)(C)OC(=O)NCCN1N=CC=C1C(=O)O.ClC=1C=CC(=C(CNC2=C(C=CC=C2)NC(C2=CC=CC=C2)=O)C1)OCCCCCCC N-{2-[(5-chloro-2-heptyloxybenzyl)amino]phenyl}benzamide 1-(2-((tert-butoxycarbonyl)amino)ethyl)-1H-pyrazole-5-carboxylate